F[P-](F)(F)(F)(F)F.COC1=CC2=C(C=C(O2)C2=CC=C(C=C2)[S+](C)C)C=C1 (4-(6-methoxybenzofuran-2-yl)phenyl)dimethylsulfonium hexafluorophosphate